C1(=CC=CC=2C3=CC=CC=C3NC12)N(P(=O)(N)N)N1CCNCC1 carbazolyl-piperazinyl-phosphoramide